C(C#C)O 2-propyne-1-ol